2-(N-methylbutylsulfonamido)benzoic acid butyl ester C(CCC)OC(C1=C(C=CC=C1)N(S(=O)(=O)CCCC)C)=O